OCCNCCN1N=CC(=C1)C(=O)OC methyl 1-(2-((2-hydroxyethyl)amino)ethyl)-1H-pyrazole-4-carboxylate